N1CCC(CC1)OCC#CC=1C=CC=C2C(=CN=CC12)N1C(NC(CC1)=O)=O [8-[3-(4-piperidinyloxy)prop-1-ynyl]-4-isoquinolinyl]Hexahydropyrimidine-2,4-dione